CC=1OC(=CN1)C1=CC=C(C=C1)B1OC(C(O1)(C)C)(C)C 2-Methyl-5-(4-(4,4,5,5-tetramethyl-1,3,2-dioxaborolan-2-yl)phenyl)oxazole